C(C)(C)(CC)C(=C)C1=CC=CC=C1 alpha-t-amyl-styrene